O=C1NC(CCC1N1C(C2=CC=C(C=C2C1=O)OCCCCN1CCC(CC1)NC(OC(C)(C)C)=O)=O)=O tert-butyl N-[1-(4-[[2-(2,6-dioxopiperidin-3-yl)-1,3-dioxoisoindol-5-yl]oxy]butyl)piperidin-4-yl]carbamate